P(O)(O)O.C(C)(C)(C)C1=C(C(=CC(=C1)C(C)(C)C)O)C=1C(=CC(=CC1C(C)(C)C)C(C)(C)C)O.C(C)(C)(C)C1=C(C(=CC(=C1)C(C)(C)C)O)C=1C(=CC(=CC1C(C)(C)C)C(C)(C)C)O.C(C)(C)(C)C1=C(C(=CC(=C1)C(C)(C)C)O)C=1C(=CC(=CC1C(C)(C)C)C(C)(C)C)O tris(3,5,3',5'-tetra-tert-butyl-2,2'-biphenol) phosphite